4-(5-methylthiophene-3-yl)-3,6-dihydropyridine-1(2H)-carboxylate CC1=CC(=CS1)C=1CCN(CC1)C(=O)[O-]